C1(=CC=CC=C1)C(=O)N1[C@@H](CCC1)C1=NC(=NO1)CCCC1=CC=CC=C1 (S)-phenyl-(2-(3-(3-phenylpropyl)-1,2,4-oxadiazol-5-yl)pyrrolidin-1-yl)methanone